NCCCCCC(=O)C1=NC(=NC(=N1)C(CCCCCN)=O)C(CCCCCN)=O tri(aminocaproyl)-1,3,5-triazine